N=1N(N=C2C1C=CC=C2)CC#N 2-(2H-benzo[D][1,2,3]triazol-2-yl)acetonitrile